2-(4-ethoxyphenyl)-1,7-naphthyridine-4-carboxylic acid C(C)OC1=CC=C(C=C1)C1=NC2=CN=CC=C2C(=C1)C(=O)O